(6-(3-(6,7-dihydropyrazolo[1,5-a]pyrimidin-4(5H)-yl)-7,8-dihydro-1,6-naphthyridin-6(5H)-yl)-5-methylpyridazin-3-yl)(2-phenylazetidin-1-yl)methanone N1=CC=C2N1CCCN2C=2C=NC=1CCN(CC1C2)C2=C(C=C(N=N2)C(=O)N2C(CC2)C2=CC=CC=C2)C